methoxy-2-((S)-1-((S)-1-methylpyrrolidin-2-yl)ethoxy)pyrimidine-4-carbonitrile COC=1C(=NC(=NC1)O[C@@H](C)[C@H]1N(CCC1)C)C#N